13'-ethyl-4'-(1H-indole-2-carbonyl)-4',8',9',13'-tetraazaspiro[cyclopropane-1,12'-tricyclo[7.5.0.02,7]tetradecane] C(C)N1C2(CCN3NC4CCN(CC4C3C1)C(=O)C=1NC3=CC=CC=C3C1)CC2